BrC=1C=C2C(=C(N(C2=CC1)CC)C=1C(=NC=C(C1)N1CCN(CC1)C)[C@H](C)OC)CC(CO)(C)C (S)-3-(5-bromo-1-ethyl-2-(2-(1-methoxyethyl)-5-(4-methylpiperazin-1-yl)pyridin-3-yl)-1H-indol-3-yl)-2,2-dimethylpropan-1-ol